tris[2,3,5,6-tetrafluoro-4-(trifluoromethyl) phenyl] borate B(OC1=C(C(=C(C(=C1F)F)C(F)(F)F)F)F)(OC1=C(C(=C(C(=C1F)F)C(F)(F)F)F)F)OC1=C(C(=C(C(=C1F)F)C(F)(F)F)F)F